N1-(3-phenylcyclobutyl)ethane-1,2-diamine bis(2,2,2-trifluoroacetate) FC(C(=O)O)(F)F.FC(C(=O)O)(F)F.C1(=CC=CC=C1)C1CC(C1)NCCN